NC1=CC=CC(=N1)S(=O)(=O)NC(=O)C=1C(=NC(=CC1)C1=CC(=C(C=C1)OCC)OC)OC1=C(C=C(C=C1C)C)C N-[(6-Amino-2-pyridyl)sulfonyl]-6-(4-ethoxy-3-methoxyphenyl)-2-(2,4,6-trimethylphenoxy)pyridin-3-carboxamid